FCC1=NN(C(C2=CC=C(C=C12)C(F)(F)F)=O)CC(=O)OC methyl 2-(4-(fluoromethyl)-1-oxo-6-(trifluoromethyl)phthalazin-2(1H)-yl)acetate